(3S)-3-{[1-cyclopentyl-5-(2,6-dimethoxyphenyl)-1H-pyrazol-3-yl]formamido}-N-(1-methylcyclobutyl)-5-(piperidin-1-yl)pentanamide C1(CCCC1)N1N=C(C=C1C1=C(C=CC=C1OC)OC)C(=O)N[C@H](CC(=O)NC1(CCC1)C)CCN1CCCCC1